C(CCCCC)(=O)OCC.[Ag] silver 2-ethyl hexanoate